(2S)-4-(2-Chloro-6-((1-(methoxycarbonyl)-5-(trifluoromethoxy)-1,2,3,4-tetrahydronaphthalen-1-yl) Methyl)-5-nitropyrimidin-4-yl)-2-(cyanomethyl)piperazine-1-carboxylate ClC1=NC(=C(C(=N1)N1C[C@@H](N(CC1)C(=O)[O-])CC#N)[N+](=O)[O-])CC1(CCCC2=C(C=CC=C12)OC(F)(F)F)C(=O)OC